ClC=1C=CC(=C(C1)C=1N=C2N(CCN2)C1C=1C=CC=2N(C1)N=CN2)F 6-(6-(5-Chloro-2-fluorophenyl)-2,3-dihydro-1H-imidazo[1,2-a]imidazol-5-yl)-[1,2,4]triazolo[1,5-a]pyridine